ClC1=CC(=CC2=C1N(C(O2)=O)C)C(=O)[C@@H]2[C@H](C2)C(=O)OC Methyl (1S,2S)-2-(4-chloro-3-methyl-2-oxo-2,3-dihydro-1,3-benzoxazole-6-carbonyl)cyclopropane-1-carboxylate